N,N-Dimethyl-2-(9-methyl-2-(((1s,4s)-4-((7-morpholino-1,6-naphthyridin-5-yl)oxy)cyclohexyl)amino)-8-oxo-8,9-dihydro-7H-purin-7-yl)acetamide CN(C(CN1C(N(C2=NC(=NC=C12)NC1CCC(CC1)OC1=C2C=CC=NC2=CC(=N1)N1CCOCC1)C)=O)=O)C